FC(C)(F)C1=CN=CC(=N1)N1N=C(C=2C=NC(=CC21)NC(C)=O)N2CC(CC2)(C)N(C)C N-(1-(6-(1,1-difluoroethyl)pyrazin-2-yl)-3-(3-(dimethylamino)-3-methylpyrrolidin-1-yl)-1H-pyrazolo[4,3-c]pyridin-6-yl)acetamide